Tert-butyl (2'S)-2,2'-dimethylspiro[4,5-dihydrothieno[2,3-c]pyran-7,4'-piperidine]-1'-carboxylate CC1=CC2=C(S1)C1(C[C@@H](N(CC1)C(=O)OC(C)(C)C)C)OCC2